NC1=C(C=C(N=N1)C=1C(NC(NC1)=O)=O)C1C(C1)(F)F 5-(6-amino-5-(2,2-difluorocyclopropyl)pyridazin-3-yl)pyrimidine-2,4(1h,3h)-dione